CNC(=O)C1=CC2=C(N(C(=N2)C2=CC=CC=C2)C2=CC3=C(NC(N3)=O)C=C2)C=C1 N-methyl-1-(2-oxo-1,3-dihydrobenzimidazol-5-yl)-2-phenyl-benzimidazole-5-carboxamide